C(#N)[C@H]1N(CC(C1)(F)F)C(CNC(=O)C1=CC=NC2=CC=C(C=C12)/C=C/C(=O)OC)=O methyl (S,E)-3-(4-((2-(2-cyano-4,4-difluoropyrrolidin-1-yl)-2-oxoethyl)carbamoyl)quinolin-6-yl)acrylate